3-amino-N-(2-{9-amino-4,10-dioxa-7-azadispiro[2.1.45.23]undecan-7-yl}-5,6,7,8-tetrahydroquinolin-6-yl)-5-fluoro-6-methylthieno[2,3-b]pyridine-2-carboxamide NC1=C(SC2=NC(=C(C=C21)F)C)C(=O)NC2CC=1C=CC(=NC1CC2)N2CC1(OC3(CC3)CO1)C(C2)N